FC(C=1C=CC2=C(N=CN=C2B(O)O)N1)(F)F 7-(TRIFLUOROMETHYL)PYRIDO[2,3-D]PYRIMIDIN-4-YLBORONIC ACID